tetra-tert-butyl 2,2',2'',2'''-(2-(4-((S)-2-(((9H-fluoren-9-yl)methyl)amino)-5-azidopentanamido)benzyl)-1,4,7,10-tetraazacyclododecane-1,4,7,10-tetrayl)tetraacetate C1=CC=CC=2C3=CC=CC=C3C(C12)CN[C@H](C(=O)NC1=CC=C(CC2N(CCN(CCN(CCN(C2)CC(=O)OC(C)(C)C)CC(=O)OC(C)(C)C)CC(=O)OC(C)(C)C)CC(=O)OC(C)(C)C)C=C1)CCCN=[N+]=[N-]